[N+](=O)([O-])C=1C=NN(C1)C1=CC=CC=C1 4-nitro-1-phenyl-1H-pyrazole